2-(6-((1H-indazol-4-yl)methyl)-4-methyl-5-oxo-5,6-dihydro-4H-thiazolo[5',4':4,5]pyrrolo[2,3-d]pyridazin-2-yl)-2-phenylacetamide N1N=CC2=C(C=CC=C12)CN1N=CC2=C(C1=O)N(C1=C2SC(=N1)C(C(=O)N)C1=CC=CC=C1)C